COC=1C=C2C(NC(=NC2=CC1)CN1CCOC2=C1C(=CC=C2)OC)=O 6-methoxy-2-[(5-methoxy-2,3-dihydro-1,4-benzoxazin-4-yl)methyl]-3H-quinazolin-4-one